C(C)OC(=O)C=1C(=NN2C1OC(CC2)COS(=O)(=O)C2=CC=C(C=C2)C)C2=C(C=CC=C2)F 2-(2-fluorophenyl)-5-[(4-methylphenyl)sulfonyloxymethyl]-6,7-dihydro-5H-pyrazolo[5,1-b][1,3]oxazine-3-carboxylic acid ethyl ester